2-(3-carbamyl-4-isobutoxyphenyl)-4-methylthiazole-5-carboxylic acid C(N)(=O)C=1C=C(C=CC1OCC(C)C)C=1SC(=C(N1)C)C(=O)O